C(=O)(O)C[N+]1(C=NCC1)CCOCC(=O)O carboxymethyl-N-carboxymethyloxyethylimidazolinium